Di-Tert-Butyl Malonate C(CC(=O)OC(C)(C)C)(=O)OC(C)(C)C